(2-oxepinyl)phosphonic acid dimethyl ester COP(OC)(=O)C=1OC=CC=CC1